Cl.N[C@H](C)C1=C(C=CC(=C1)F)O (R)-2-(1-aminoethyl)-4-fluorophenol HCl salt